(R)-2,2',6,6'-tetramethoxy-4,4'-bis(di[3,5-xylyl]phosphino)-3,3'-bipyridine COC1=NC(=CC(=C1C=1C(=NC(=CC1P(C1=CC(=CC(=C1)C)C)C1=CC(=CC(=C1)C)C)OC)OC)P(C1=CC(=CC(=C1)C)C)C1=CC(=CC(=C1)C)C)OC